indazolesulfenamid tert-butyl-(2-isothiocyanato-5-(trifluoromethyl)pyridin-3-yl)(methyl)carbamate C(C)(C)(C)OC(N(C)C=1C(=NC=C(C1)C(F)(F)F)N=C=S)=O.N1N=C(C2=CC=CC=C12)SN